ClC=1N=C(C2=C(N1)NC(C21CCC1)=O)Cl 2',4'-dichlorospiro[cyclobutane-1,5'-pyrrolo[2,3-d]pyrimidin]-6'(7'H)-one